ClC=1C=CC(=C(C1)C1=C2C(=NC(=C1)C)C(=CS2)C(=O)O)OCCN2C(=NC1=C(C2=O)C(=C(N=C1)C1(CC1)C)C#N)C 7-(5-chloro-2-(2-(5-cyano-2-methyl-6-(1-methyl-cyclopropyl)-4-oxopyrido[3,4-d]pyrimidin-3(4H)-yl)ethoxy)phenyl)-5-methylthieno[3,2-b]pyridine-3-carboxylic acid